4-(azetidin-3-yloxy)-2-(trifluoromethyl)pyridine N1CC(C1)OC1=CC(=NC=C1)C(F)(F)F